[1-(Cyclopropylmethyl)-7-(2-ethyl-6-methyl-3-pyridyl)-2-(1,2,3,6-tetrahydropyridin-5-yl)indol-5-yl]-(4-cyclopropylpiperazin-1-yl)methanone C1(CC1)CN1C(=CC2=CC(=CC(=C12)C=1C(=NC(=CC1)C)CC)C(=O)N1CCN(CC1)C1CC1)C1=CCCNC1